OC1=CC=2C=CC3=CC=C(C=C3C2C=C1O)C 2,3-dihydroxy-6-methylphenanthrene